CC=1C(=NC=CC1)NC=1C(=CC=CC1)N N1-(3-methylpyridin-2-yl)benzene-1,2-diamine